7-((3-fluoro-1-(2-hydroxy-3-methoxypropyl)piperidin-4-yl)amino)-3-(1H-pyrrol-1-yl)benzofuran FC1CN(CCC1NC1=CC=CC=2C(=COC21)N2C=CC=C2)CC(COC)O